F[C@H]1C[C@@H](N(C1)C=1C=CC=2N(N1)C(=CN2)C2=CC(=CN=N2)C(C)O)C=2C(=NC=C(C2)F)OC (6-(6-((2R,4S)-4-fluoro-2-(5-fluoro-2-methoxypyridin-3-yl)pyrrolidin-1-yl)imidazo[1,2-b]pyridazin-3-yl)pyridazin-4-yl)ethanol